(5-(3-chlorobenzyl)pyridin-2-yl)-5-cyanopicolinamide ClC=1C=C(CC=2C=CC(=NC2)C=2C(=NC=C(C2)C#N)C(=O)N)C=CC1